8-Bromo-1-(3-nitrophenyl)benzo[h][1,6]naphthyridin-2(1H)-one BrC=1C=CC=2C(=NC=C3C=CC(N(C23)C2=CC(=CC=C2)[N+](=O)[O-])=O)C1